N-(2-(dimethylamino)-1-(3-methylpyridin-2-yl)ethyl)-7-methyl-1H-indole CN(CC(C1=NC=CC=C1C)N1C=CC2=CC=CC(=C12)C)C